C1(=CC=CC=C1)SCCC[Si](OC)(OC)OC 3-(phenylmercapto)propyl-trimethoxysilane